C(C=C)[C@H]1[C@H](N(C[C@@H]1OC)C(=O)OC(C)(C)C)C(=O)OC 1-(tert-butyl) 2-methyl (2S,3S,4R)-3-allyl-4-methoxypyrrolidine-1,2-dicarboxylate